P(=O)(OCCC=CCC)(OC(C#C)(C)C)OC 2-butenylethyl 1,1-dimethyl-2-propynyl methyl phosphate